BrC1=C(SC2=C1N=C(N=C2N(C(OC(C)(C)C)=O)CC=2OC=CC2)Cl)[C@H](C)N[S@](=O)C(C)(C)C tert-butyl (7-bromo-6-((S)-1-(((R)-tert-butylsulfinyl)amino)ethyl)-2-chlorothieno[3,2-d]pyrimidin-4-yl)(furan-2-ylmethyl)carbamate